(2S)-3',4',5-trihydroxy-7-[α-L-rhamnopyranosyl-(1→6)-β-D-glucopyranosyloxy]flavan-4-one OC=1C=C([C@H]2OC3=CC(=CC(=C3C(C2)=O)O)O[C@H]2[C@H](O)[C@@H](O)[C@H](O)[C@H](O2)CO[C@H]2[C@H](O)[C@H](O)[C@@H](O)[C@@H](O2)C)C=CC1O